4-(2-methyl-6-nitropyridin-3-yl)piperazine CC1=NC(=CC=C1N1CCNCC1)[N+](=O)[O-]